(S)-2-(ethoxymethyl)-2-methyl-7-(benzenesulfonyl)-1,2,4,7-tetrahydro-3H-pyrrolo[3',2':5,6]pyrido[3,4-b]pyrazin-3-one C(C)OC[C@@]1(NC2=C(NC1=O)C=NC1=C2C=CN1S(=O)(=O)C1=CC=CC=C1)C